(3R)-3-{[2-(4-methylthiophene-3-yl)[1,2,4]triazolo[1,5-c]quinazolin-5-yl]amino}pyrrolidin-2-one CC=1C(=CSC1)C1=NN2C(=NC=3C=CC=CC3C2=N1)N[C@H]1C(NCC1)=O